(R)-4-(methoxymethyl)-2-phenyl-4,5-dihydrooxazole COC[C@H]1N=C(OC1)C1=CC=CC=C1